N-[(2S,3R)-2-[(2,3'-difluoro[1,1'-biphenyl]-3-yl)methyl]-4,4-difluoro-1-(3-fluoroazetidine-1-carbonyl)pyrrolidin-3-yl]methanesulfonamide FC1=C(C=CC=C1C[C@@H]1N(CC([C@@H]1NS(=O)(=O)C)(F)F)C(=O)N1CC(C1)F)C1=CC(=CC=C1)F